FC1=NC(=C2N=CN(C2=N1)C1OCCC1)NCC1=C(C=CC=C1)C 2-fluoro-6-[(2-methylbenzyl)amino]-9-(tetrahydrofuran-2-yl)-9H-purine